FC=1C=CC=C2C=C(NC(C12)=O)CCCN1CCC(=CC1)C1=CC=C(C#N)C=C1 4-(1-(3-(8-fluoro-1-oxo-1,2-dihydroisoquinolin-3-yl)propyl)-1,2,3,6-tetrahydropyridin-4-yl)benzonitrile